4-amino-N-[(2R,3S)-3-amino-2-hydroxy-4-phenylbutyl]-N-isobutylbenzenesulfonamide NC1=CC=C(C=C1)S(=O)(=O)N(CC(C)C)C[C@H]([C@H](CC1=CC=CC=C1)N)O